N-{3-[6-Amino-5-(4-benzyloxy-phenyl)-pyrimidin-4-yloxy]-phenyl}-propionamide NC1=C(C(=NC=N1)OC=1C=C(C=CC1)NC(CC)=O)C1=CC=C(C=C1)OCC1=CC=CC=C1